NC/C(/CN1N=CN(C1=O)C1=NC=C(N=C1)C=1C=NC(=CC1)N1CCOCC1)=C\F 2-[(2E)-2-(aminomethyl)-3-fluoroprop-2-en-1-yl]-4-{5-[6-(morpholin-4-yl)pyridin-3-yl]pyrazin-2-yl}-2,4-dihydro-3H-1,2,4-triazol-3-one